ClC1=C(C=2N=C(N=C(C2C=2N1CCN2)N2C[C@H]1CC[C@@H](C2)N1C(=O)OC(C)(C)C)SC)F tert-butyl (1R,5S)-3-(5-chloro-6-fluoro-8-(methylthio)-2,3-dihydroimidazo[1',2':1,2]pyrido[4,3-d]pyrimidin-10-yl)-3,8-diazabicyclo[3.2.1]octane-8-carboxylate